CC=1C=CC=C(C1)NC(=O)C12C=CC(CC1)C2 5-methylphenylaminocarbonyl-bicyclo[2.2.1]hept-2-ene